CSC1=NC=C(C(=N1)N1CCOCC1)C(=O)O (methylthio)-4-morpholinopyrimidine-5-carboxylic acid